indole-1,7-dicarboxylate hydrochloride Cl.N1(C=CC2=CC=CC(=C12)C(=O)O)C(=O)O